[C].[Al].[Ti].[Ti].[Ti] trititanium aluminum carbon